N-[(1S)-1-cyclopropyl-2-hydroxyethyl]-2-(5-fluoropyridin-3-yl)-3-oxo-6-[6-(trifluoromethyl)pyridin-3-yl]-2,3-dihydropyridazine-4-carboxamide C1(CC1)[C@@H](CO)NC(=O)C=1C(N(N=C(C1)C=1C=NC(=CC1)C(F)(F)F)C=1C=NC=C(C1)F)=O